6-[(2S)-2-amino-3-(1-fluorocyclopropyl)propyl]-7-methyl-N-[(thiophen-2-yl)methyl]thieno[3,2-c]pyridazin-4-amine N[C@H](CC1=C(C=2N=NC=C(C2S1)NCC=1SC=CC1)C)CC1(CC1)F